FC1=CC=C(C=C1)[C@@H]1N(CCC2=CC=CC=C12)C(=O)[C@@H]1OC[C@@H]([C@H](C1)NS(=O)(=O)C1=CC=C(C=C1)C)S(=O)(=O)C N-((2r,4S,5r)-2-((S)-1-(4-fluorophenyl)-1,2,3,4-tetrahydroisoquinoline-2-carbonyl)-5-(methylsulfonyl)tetrahydro-2H-pyran-4-yl)-4-methylbenzenesulfonamide